CC1(CCN(CC1)C1=C(C=CC=C1C)NS(=O)(=O)C=1SC(=CC1)S(=O)(=O)N1CCCC1)C N-[2-(4,4-dimethyl-1-piperidyl)-3-methyl-phenyl]-5-pyrrolidin-1-ylsulfonyl-thiophene-2-sulfonamide